monoethyl laurate C(CCCCCCCCCCC)(=O)OCC